methoxyl-trisilol O(C)[SiH]1[SiH]=[SiH]C=C1